(4S,5R)-1-(4-Aminopyrimidin-2-yl)-5-fluoro-3,3-dimethylpiperidin-4-ol NC1=NC(=NC=C1)N1CC([C@@H]([C@@H](C1)F)O)(C)C